2-(1-(2-(3,6-diazabicyclo[3.1.1]heptan-3-yl)-7-(thiazol-2-yl)benzo[d]oxazol-4-yl)-2,2,2-trifluoroethoxy)ethan-1-ol C12CN(CC(N1)C2)C=2OC1=C(N2)C(=CC=C1C=1SC=CN1)C(C(F)(F)F)OCCO